2-amino-3-oxo-3H-phenoxazine-1-carboxylic acid methyl ester COC(=O)C1=C(C(C=C2OC3=CC=CC=C3N=C12)=O)N